C(C)(C)OC=1C=CC(=NC1)C1=NN=C(S1)NC1=NC=CC=C1C 5-(5-isopropoxy-pyridin-2-yl)-N-(3-methyl-pyridin-2-yl)-1,3,4-thiadiazol-2-amine